methyl 2-(2-chloro-6-cyclopropylpyridin-4-yl)-5-cyanobenzoate ClC1=NC(=CC(=C1)C1=C(C(=O)OC)C=C(C=C1)C#N)C1CC1